Methyl ((3-amino-6-chloropyridin-2-yl)methyl)glycinate NC=1C(=NC(=CC1)Cl)CNCC(=O)OC